FC(CCO[SiH3])(F)F 3,3,3-trifluoropropoxysilane